BrCC1=CC(=NN1C1=CC=C(C=C1)OC)C1=CC=CC=C1 5-(bromomethyl)-1-(4-methoxyphenyl)-3-phenyl-1H-pyrazole